NC=1C=C(C(=O)O)C=CC1O 3-amino-4-hydroxybenzoic acid